C(N)(OC(C)CCC1N(CC1)CCCCN1C(CC1)CCC(C)OC(N)=O)=O ((butane-1,4-diylbis(azetidinediyl)) bis(butane-4,2-diyl)) dicarbamate